1-(tetrahydro-2H-pyran-2-yl)cyclopropane-1-carboxylic acid O1C(CCCC1)C1(CC1)C(=O)O